4-(4-(((3S,4R)-3-Hydroxy-4-((5-(trifluoromethyl)pyridin-2-yl)amino)piperidin-1-yl)sulfonyl)phenyl)-6-methoxypicolinamide O[C@H]1CN(CC[C@H]1NC1=NC=C(C=C1)C(F)(F)F)S(=O)(=O)C1=CC=C(C=C1)C1=CC(=NC(=C1)OC)C(=O)N